BrC1=C2C=CC=NC2=C(C=C1CNC)Cl 1-(5-bromo-8-chloro-6-quinolinyl)-N-methyl-methylamine